OC([C@H]1N(CCC1)C(=O)OC(C)(C)C)C1=NOC(=N1)C (S)-tert-butyl 2-(hydroxy(5-methyl-1,2,4-oxadiazol-3-yl)methyl)pyrrolidine-1-carboxylate